3-[3-[(7R)-2,7-dimethyl-3-[6-(trifluoromethyl)pyrazin-2-yl]-5,7-dihydro-4H-pyrazolo[3,4-c]pyridine-6-carbonyl]-1,2,4-triazol-1-yl]-1H-pyridin-2-one CN1N=C2[C@H](N(CCC2=C1C1=NC(=CN=C1)C(F)(F)F)C(=O)C1=NN(C=N1)C=1C(NC=CC1)=O)C